N-benzyl-N-isobutylmethacrylamide C(C1=CC=CC=C1)N(C(C(=C)C)=O)CC(C)C